2-(2-fluorophenyl)heptan-2-ol FC1=C(C=CC=C1)C(C)(CCCCC)O